(R)-(E)-3-((3-butyl-7-(ethylthio)-5-(4-fluorophenyl)-1,1-dioxido-2,3,4,5-tetrahydro-1,2,5-benzothiadiazepin-8-yl)oxy)acrylic acid C(CCC)[C@H]1NS(C2=C(N(C1)C1=CC=C(C=C1)F)C=C(C(=C2)O/C=C/C(=O)O)SCC)(=O)=O